O=C1N(C(C2=CC=CC=C12)=O)C[C@H](CC(C1(CC1)C)NC(OC(C)(C)C)=O)[C@@H](C)NC(OC(C)(C)C)=O Di-tert-butyl ((3S,4R)-3-((1,3-dioxoisoindolin-2-yl)methyl)-1-(1-methylcyclopropyl)pentane-1,4-diyl)dicarbamate